(2-(pyridin-2-yl)phenyl)boronic acid N1=C(C=CC=C1)C1=C(C=CC=C1)B(O)O